tert-butyl [3-amino-4-(2-chloropyrimidin-4-yl)pyrazol-1-yl]carboxylate NC1=NN(C=C1C1=NC(=NC=C1)Cl)C(=O)OC(C)(C)C